CC1=CC=C(C=C1)S(=O)(=O)OCCOCCOCCOCCOS(=O)(=O)C1=CC=C(C=C1)C ((oxybis(ethane-2,1-diyl))bis(oxy))bis(ethane-2,1-diyl) bis(4-methylbenzenesulfonate)